CN(CCN(C1=C(C=C(C=C1)NC1=NC=C(C(=N1)C1=CN(C2=CC=CC(=C12)F)C)C(F)(F)F)NC(C)=O)C)C N-(2-((2-(dimethylamino)ethyl)(methyl)amino)-5-((4-(4-fluoro-1-methyl-1H-indol-3-yl)-5-(trifluoromethyl)pyrimidin-2-yl)amino)phenyl)acetamide